7-(5-chloro-2-(2-(2-methyl-4-oxo-6-(4-(trifluoromethoxy)piperidin-1-yl)-5,6,7,8-tetrahydroquinazolin-3(4H)-yl-6-d)ethoxy)phenyl)-5-methylthieno[3,2-b]pyridine-3-carboxylic acid ClC=1C=CC(=C(C1)C1=C2C(=NC(=C1)C)C(=CS2)C(=O)O)OCCN2C(=NC=1CCC(CC1C2=O)([2H])N2CCC(CC2)OC(F)(F)F)C